4-ethylbenzenesulfonic acid C(C)C1=CC=C(C=C1)S(=O)(=O)O